C(C)(C)(C)OC(NCCCC(C=1NC2=C(N1)C=C(C(=C2)F)F)N)=O tert-butyl-(4-amino-4-(5,6-difluoro-benzo[d]imidazol-2-yl)butyl)carbamate